CC(C(=O)C1=C(C=CC=C1)SC)(C)N1CCOCC1 2-methyl-1-[2-(methylthio)phenyl]-2-morpholinopropan-1-one